tert-butyl N-(3-bromo-2-chloro-5-cyanophenyl)-N-[(tert-butoxy)carbonyl]carbamate BrC=1C(=C(C=C(C1)C#N)N(C(OC(C)(C)C)=O)C(=O)OC(C)(C)C)Cl